C1(CC1)CN1C(=CC2=CC=C(C=C12)C(=C)C)C=O 1-(cyclopropylmethyl)-6-(prop-1-en-2-yl)-1H-indole-2-carbaldehyde